C(C)OC(C)=O.O1C=NN=C1 1,3,4-oxadiazole ethyl-acetate